F[C@H]1CN(C[C@H]1F)C=1C=C2C(=CC=NC2=CC1)C(=O)O 6-((3S,4R)-3,4-difluoropyrrolidin-1-yl)quinoline-4-carboxylic acid